C(=C)C1=C(N(C)C)C=CC=C1 vinyl-N,N-dimethylaniline